C(C)(C)OC(=O)CCCCCCOC=1C2=CC=CC=C2C(=C2C=CC=CC12)OCCCCCCC(=O)OC(C)C 9,10-bis(isopropoxycarbonylhexyleneoxy)anthracene